2-[[2-(methoxymethoxy)-4-[1-methyl-4-(trifluoromethyl)imidazol-2-yl]phenyl]methyl]isoindoline-1,3-dione COCOC1=C(C=CC(=C1)C=1N(C=C(N1)C(F)(F)F)C)CN1C(C2=CC=CC=C2C1=O)=O